FC1=CC(=C(C=C1)N1CN(C(C2=CC=C(C=C12)C(F)(F)F)=O)[C@H]1[C@H](NC(CC1)=O)C)C 1-(4-fluoro-2-methylphenyl)-3-((2r,3r)-2-methyl-6-oxopiperidin-3-yl)-7-(trifluoromethyl)-2,3-dihydroquinazolin-4(1H)-one